N-((1s,3s)-3-((6-fluoro-4-methoxy-5-(quinoxalin-6-yl)pyrrolo[2,1-f][1,2,4]triazin-2-yl)amino)-1-methylcyclobutyl)acetamide FC=1C(=C2C(=NC(=NN2C1)NC1CC(C1)(C)NC(C)=O)OC)C=1C=C2N=CC=NC2=CC1